(1,2,3,4,5-pentamethylcyclopentadienyl)trimethylplatinum (IV) CC1(C(=C(C(=C1C)C)C)C)[Pt](C)(C)C